2-chloro-N-(cyanomethyl)-N-cyclopropyl-5-(1-(2,6-dichloro-4-(perfluoropropan-2-yl)phenyl)-1H-pyrazol-4-yl)nicotinamide ClC1=C(C(=O)N(C2CC2)CC#N)C=C(C=N1)C=1C=NN(C1)C1=C(C=C(C=C1Cl)C(C(F)(F)F)(C(F)(F)F)F)Cl